C(N)(=N)C=1C=C(SC1)[C@@H](C)NC(=O)[C@H]1N(C[C@](C1)(COC)F)C(CNC(C1=CC=C(C=C1)OC1=CC=C(C=C1)F)=O)=O (2S,4R)-N-((R)-1-(4-carbamimidoylthiophen-2-yl)ethyl)-4-fluoro-1-((4-(4-fluorophenoxy)benzoyl)glycyl)-4-(methoxymethyl)pyrrolidine-2-carboxamide